3,4-dihydro-2H-benzo[b][1,4]thiazin S1C2=C(NCC1)C=CC=C2